CC1C2(N=N2)CCC(C1)C(=O)O methyl-1,2-diazaspiro[2.5]oct-1-en-6-carboxylic acid